2'-Hydroxy-4',6'-dimethoxy-4-(methoxymethoxy)chalcone OC1=C(C(/C=C/C2=CC=C(C=C2)OCOC)=O)C(=CC(=C1)OC)OC